ClC=1N=NC(=CC1[C@@H]1[C@H](C1)C(C)=O)Cl 1-((1S,2S)-2-(3,6-dichloropyridazin-4-yl)cyclopropyl)ethan-1-one